C(=CCCC)O n-pentenyl alcohol